3-(benzo[d][1,3]dioxazol-5-yl)-N-((3-(2,3,4-trifluorophenyl)isoxazol-5-yl)methyl)propanamide O1NOC2=C1C=CC(=C2)CCC(=O)NCC2=CC(=NO2)C2=C(C(=C(C=C2)F)F)F